C1(=CC=C(C=C1)N(C1=CC=C(C=C1)C=1C(=CC=2C(C3=CC=CC=C3C2C1)(C)C)N)C1=CC=C(C=C1)C1=CC=CC=C1)C1=CC=CC=C1 3-(4-(di([1,1'-biphenyl]-4-yl)amino)phenyl)-9,9-dimethyl-9H-fluoren-2-amine